C1(CC1)CC1=NN(C(=N1)C(N)C)C1=NC=CC=N1 (cyclopropylmethyl)-α-methyl-1-(2-pyrimidinyl)-1H-1,2,4-triazole-5-methanamine